3-(4-benzyloxyphenyl)oxetane-3-thiol C(C1=CC=CC=C1)OC1=CC=C(C=C1)C1(COC1)S